NC=1C(=NC=CC1)C(=O)N 3-aminopyridineamide